2-chloro-5-[1-[5-(difluoromethoxy)-2-methyl-4-(trifluoromethyl)pyrazol-3-yl]Pyrazol-4-yl]Benzene ClC1=CC=C(C=C1)C=1C=NN(C1)C=1N(N=C(C1C(F)(F)F)OC(F)F)C